3-(2-((cyclopropylmethyl)amino)-6-(4-methoxyphenyl)-7-oxo-6,7-dihydro-5H-spiro[pyrido[4,3-d]pyrimidin-8,3'-pyrrolidin]-1'-yl)cyclobutanecarboxylic acid methyl ester COC(=O)C1CC(C1)N1CC2(CC1)C(N(CC1=C2N=C(N=C1)NCC1CC1)C1=CC=C(C=C1)OC)=O